BrC1=C(C(=CC(=C1)F)F)CBr 1-bromo-2-(bromomethyl)-3,5-difluorobenzene